N1CC=C2OCC3(CN21)CC3 dihydrospiro[cyclopropane-1,6'-pyrazolo[5,1-b][1,3]oxazine]